1-butyl-3-methylimidazolium bis(trifluoromethanesulfonyl)imide salt [N-](S(=O)(=O)C(F)(F)F)S(=O)(=O)C(F)(F)F.C(CCC)N1C=[N+](C=C1)C